1-(4-(tert-amyl)phenyl)cyclopentane-1,3-diamine C(C)(C)(CC)C1=CC=C(C=C1)C1(CC(CC1)N)N